(1-(benzofuran-3-yl)propan-2-yl)-2-fluoro-2-methyl-1-propylamine O1C=C(C2=C1C=CC=C2)CC(C)NCC(C)(C)F